tetrahydro-pyran-4-carboxylic acid {8-[4-(3-dimethylaminomethyl-phenylamino)-pyridin-2-yl]-2,3-dihydro-benzo[1,4]dioxin-2-ylmethyl}-amide CN(C)CC=1C=C(C=CC1)NC1=CC(=NC=C1)C1=CC=CC2=C1OC(CO2)CNC(=O)C2CCOCC2